7-azido-2-chloro-7-methyl-6,7-dihydro-5H-cyclopenta[b]pyridine N(=[N+]=[N-])C1(CCC=2C1=NC(=CC2)Cl)C